N,N-Diethylbutylamine C(C)N(CC)CCCC